N1=C(C=CC=2CCCNC12)CCC1=CC=C(C(=O)N)C=C1 4-(2-(5,6,7,8-tetrahydro-1,8-naphthyridin-2-yl)ethyl)benzamide